COC1=CC=C(CN2C(N(CCC2=O)C=2C(=NN3C2C=C(C=C3)CN3C[C@@H](N(CC3)C(=O)OC(C)(C)C)C)C)=O)C=C1 tert-butyl (S)-4-((3-(3-(4-methoxybenzyl)-2,4-dioxotetrahydropyrimidin-1(2H)-yl)-2-methylpyrazolo[1,5-a]pyridin-5-yl) methyl)-2-methylpiperazine-1-carboxylate